BrCCCCCC(=O)Cl 6-bromo-n-hexanoylchloride